N-[3-(5-chloro-1,3-benzoxazol-2-yl)-1-bicyclo[1.1.1]pentanyl]-5-(cyclopropylsulfonimidoyl)furan-2-carboxamide ClC=1C=CC2=C(N=C(O2)C23CC(C2)(C3)NC(=O)C=3OC(=CC3)S(=O)(=N)C3CC3)C1